3-(2-chloroethyl)-6-(2-(4-ethynylphenyl)propan-2-yl)-3H-imidazo[4,5-b]pyridine ClCCN1C=NC=2C1=NC=C(C2)C(C)(C)C2=CC=C(C=C2)C#C